FC=1C=C(C=C(C1O)F)[C@@H](CN1C[C@@H]2[C@](C1)(C[C@H](C2)OC2=C(C=C(C=C2)F)F)O)O (3aS,5S,6aR)-2-((S)-2-(3,5-difluoro-4-hydroxyphenyl)-2-hydroxyethyl)-5-(2,4-difluorophenoxy)hexahydrocyclopenta[c]pyrrol-3a(1H)-ol